FC(C1=CC(=NC=C1OC(C)C)C1=NSC(=N1)NC1=C(C(=O)N(C)C)C=CC=N1)F 2-((3-(4-(Difluoromethyl)-5-isopropoxypyridin-2-yl)-1,2,4-thiadiazol-5-yl)-amino)-N,N-dimethylnicotinamide